NC1=C(C(=O)NCC2=C(C=CC=C2F)OCC2CC2)C=C(C=N1)C1=CC=2N(C=C1)N=C(N2)N 2-amino-5-(2-amino-[1,2,4]triazolo[1,5-a]pyridin-7-yl)-N-(2-(cyclopropylmethoxy)-6-fluorobenzyl)nicotinamide